[3-(benzyl-oxy)benzyl]methylamine hydrochloride Cl.C(C1=CC=CC=C1)OC=1C=C(CNC)C=CC1